N-oleoylmethyltaurin sodium [Na].C(CCCCCCC\C=C/CCCCCCCC)(=O)CNCCS(=O)(=O)O